N1=CC=C2N1CCCN2C=2C=NC=1CCN(CC1C2)C=2C1=C(N=CN2)SC=C1C 4-[3-(6,7-dihydro-5H-pyrazolo[1,5-a]pyrimidin-4-yl)-7,8-dihydro-5H-1,6-naphthyridin-6-yl]-5-methyl-thieno[2,3-d]pyrimidine